1-methyl-4-((2-methyl-4-nitrophenyl)thio)piperidine CN1CCC(CC1)SC1=C(C=C(C=C1)[N+](=O)[O-])C